COC1=C(C=C(CCNC(OC(C)(C)C)=O)C=C1)OC([2H])([2H])[2H] tert-butyl (4-methoxy-3-(methoxy-d3)phenethyl)carbamate